C1(CCCC1)N1C(C(N(CC1)CC1=NC=C(N=C1)C1=CC=CC=C1)=O)=O 1-cyclopentyl-4-((5-phenylpyrazin-2-yl)methyl)piperazine-2,3-dione